2-(3-chloro-5-trifluoromethylpyridin-2-yl)-3-methyl-6-trifluoromethyl-3H-imidazo[4,5-b]pyridine ClC=1C(=NC=C(C1)C(F)(F)F)C1=NC=2C(=NC=C(C2)C(F)(F)F)N1C